1-[3-(methylsulfanyl)-1,2,4-triazin-6-yl]methanamine CSC=1N=NC(=CN1)CN